Ethyl-5-methyl-2-[5-(methylsulfonyl)-3,4'-bipyridin-2'-yl]-1H-imidazol-4-carboxylat C(C)OC(=O)C=1N=C(NC1C)C1=NC=CC(=C1)C=1C=NC=C(C1)S(=O)(=O)C